(3S)-3-[8-[4-[4-[2-[3-amino-6-(2-hydroxyphenyl)pyridazin-4-yl]-4-pyridyl]-1-piperidyl]cyclohexyl]-2,3-dihydro-1,4-benzoxazin-4-yl]piperidine-2,6-dione NC=1N=NC(=CC1C1=NC=CC(=C1)C1CCN(CC1)C1CCC(CC1)C1=CC=CC=2N(CCOC21)[C@@H]2C(NC(CC2)=O)=O)C2=C(C=CC=C2)O